(tert-butoxycarbonylamino) (3S)-3-[2-(3,4-dimethylbenzoyl)-3,4-dihydro-1H-isoquinolin-7-yl]-3-(1-ethyl-4-methyl-benzotriazol-5-yl)propanoate CC=1C=C(C(=O)N2CC3=CC(=CC=C3CC2)[C@H](CC(=O)ONC(=O)OC(C)(C)C)C2=C(C3=C(N(N=N3)CC)C=C2)C)C=CC1C